C(C)(C)NC(O[C@H]1C[C@H](CC1)C1=CC(=NN1)NC(=O)C=1C=C2C=NN(C2=C(C1)C1OCCO1)COCC[Si](C)(C)C)=O (1R,3S)-3-(3-(7-(1,3-dioxolan-2-yl)-1-((2-(trimethylsilyl)ethoxy)methyl)-1H-indazole-5-carboxamido)-1H-pyrazol-5-yl)cyclopentyl isopropylcarbamate